5-[3-(4-fluorophenyl)-1-phenyl-1H-pyrazol-4-yl]-2,4-imidazolidinedione FC1=CC=C(C=C1)C1=NN(C=C1C1C(NC(N1)=O)=O)C1=CC=CC=C1